FC(OC1=CC(=NC=C1C=1C=NN(C1)C)NC1=NC(=NC(=C1)N)C(F)F)F N4-(4-(difluoromethoxy)-5-(1-methyl-1H-pyrazol-4-yl)pyridin-2-yl)-2-(difluoromethyl)pyrimidine-4,6-diamine